C(C)(C)(C)OC([C@@H](CC1=CC(=CC=C1)C=C)C)=O (R)-2-methyl-3-(3-vinylphenyl)propanoic acid tert-butyl ester